NC1=C(C=C(C=C1)N1N=C(N(C1=O)CC)CO)N[C@H](C(F)(F)F)C (S)-2-(4-Amino-3-((1,1,1-trifluoropropan-2-yl)amino)phenyl)-4-ethyl-5-(hydroxymethyl)-2,4-dihydro-3H-1,2,4-triazol-3-one